4-(2-(4-(4-chloro-2-fluorophenyl)piperazin-1-yl)benzylthio)-N,N-dimethylbenzenesulfonamide ClC1=CC(=C(C=C1)N1CCN(CC1)C1=C(CSC2=CC=C(C=C2)S(=O)(=O)N(C)C)C=CC=C1)F